7-methyl-N-(2-methyl-5-(1H-1,2,4-triazol-3-yl)phenyl)imidazo[1,2-a]pyridine-3-carboxamide CC1=CC=2N(C=C1)C(=CN2)C(=O)NC2=C(C=CC(=C2)C2=NNC=N2)C